methyl 1-(7-(8-ethyl-7-fluoro-3-hydroxynaphthalen-1-yl)-8-fluoro-2-(((2R,7aS)-2-fluorotetrahydro-1H-pyrrolizin-7a(5H)-yl)methoxy)pyrido[4,3-d]pyrimidin-4-yl)piperidine-4-carboxylate C(C)C=1C(=CC=C2C=C(C=C(C12)C1=C(C=2N=C(N=C(C2C=N1)N1CCC(CC1)C(=O)OC)OC[C@]12CCCN2C[C@@H](C1)F)F)O)F